4-(4-(3,4-dichlorophenyl)-2-methylpiperazine-1-carbonyl)-6-methylquinolin-2(1H)-one ClC=1C=C(C=CC1Cl)N1CC(N(CC1)C(=O)C1=CC(NC2=CC=C(C=C12)C)=O)C